N-(tert-butyl)-3-((2-((6-(4-(2-(2,6-dioxopiperidin-3-yl)benzyl)piperazin-1-yl)pyridazin-3-yl)amino)-5-methylpyrimidin-4-yl)amino)benzenesulfonamide C(C)(C)(C)NS(=O)(=O)C1=CC(=CC=C1)NC1=NC(=NC=C1C)NC=1N=NC(=CC1)N1CCN(CC1)CC1=C(C=CC=C1)C1C(NC(CC1)=O)=O